C[Si](CCOCOC1=CC2=CC=CC(=C2C(=C1)B1OC(C(O1)(C)C)(C)C)C#C[Si](C(C)C)(C(C)C)C(C)C)(C)C trimethyl[2-({[4-(4,4,5,5-tetramethyl-1,3,2-dioxaborolan-2-yl)-5-{[tri(propan-2-yl)silyl]ethynyl}naphthalen-2-yl]oxy}methoxy)ethyl]silane